C(#N)C=1C(=NC(=C(C1CC)C#N)N1CCN(CCC1)CCOC)SC(C(=O)N)C1=CC=CC=C1 2-({3,5-Dicyano-4-ethyl-6-[4-(2-methoxyethyl)-1,4-diazepan-1-yl]pyridin-2-yl}sulfanyl)-2-phenylacetamide